2-(6-amino-5-(1-(tetrahydro-2H-pyran-2-yl)-1H-pyrazol-4-yl)pyridazin-3-yl)phenol NC1=C(C=C(N=N1)C1=C(C=CC=C1)O)C=1C=NN(C1)C1OCCCC1